C(C)OC=1C(=NC=CC1)N1CCNCC1 1-(3-ethoxy-2-pyridyl)piperazine